Ethyl 5-(2,6-difluoropyridin-3-yl)-1-ethyl-3-methyl-1H-pyrazole-4-carboxylate FC1=NC(=CC=C1C1=C(C(=NN1CC)C)C(=O)OCC)F